C(#C)C1=CC=C(C=C1)NC(CCC(=O)NC(C1=CC=CC=C1)(C1=CC=CC=C1)C1=CC=CC=C1)=O N1-(4-ethynylphenyl)-N4-tritylsuccinamide